FC1=C(C(=CC=C1)F)C1OC[C@H]([C@H](O1)[C@@H](C[NH+]1[C@@H]([C@H]([C@@H](C1)O)O)CO)O)O (1s,2R,3R,4R)-1-((2R)-2-((4R,5R)-2-(2,6-difluorophenyl)-5-hydroxy-1,3-dioxan-4-yl)-2-hydroxyethyl)-3,4-dihydroxy-2-(hydroxymethyl)pyrrolidin-1-ium